CNC(C1=CC=CC(=C1)C(F)(F)F)=O N-methyl-5-(trifluoromethyl)benzamide